BrC1=NC(=CC(=C1)OCC(C)O[Si](C)(C)C(C)(C)C)S(=O)(=O)C 2-bromo-4-[2-[(tert-butyldimethylsilyl)oxy]propoxy]-6-methanesulfonylpyridine